IC=1N=CN(C1)C 4-iodo-1-methylimidazole